N-[4-(5-chloro-1,3-benzoxazol-2-yl)phenyl]Tetrahydrofuran-3-carboxamide ClC=1C=CC2=C(N=C(O2)C2=CC=C(C=C2)NC(=O)C2COCC2)C1